5,7-Difluoro-1-(2-fluoro-4-(4-(methylsulfonyl)piperazin-1-yl)phenyl)-1H-indazol-6-ol FC=1C=C2C=NN(C2=C(C1O)F)C1=C(C=C(C=C1)N1CCN(CC1)S(=O)(=O)C)F